ClC=1C=2N(C=C(C1)C1CN(C1)C(=O)OC(C)(C)C)C(=NC2F)C tert-Butyl 3-{8-chloro-1-fluoro-3-methylimidazo[1,5-a]pyridin-6-yl}azetidine-1-carboxylate